tert-butyl (1-(3-phenoxybenzoyl)piperidin-4-yl)carbamate O(C1=CC=CC=C1)C=1C=C(C(=O)N2CCC(CC2)NC(OC(C)(C)C)=O)C=CC1